(E)-3-(2-fluoro-4-methoxyphenyl)-1-(6-methoxy-2-hydroxy-4-methoxymethoxy-3-(3-methylbut-2-enyl)phenyl)prop-2-en-1-one FC1=C(C=CC(=C1)OC)/C=C/C(=O)C1=C(C(=C(C=C1OC)OCOC)CC=C(C)C)O